COC1=CC=C(C(=O)N2CC(CC2)(C2=CC(NC=C2)=O)COC2=CC=C(C=C2)C2=CC=C(C=C2)C#N)C=C1 4'-((1-(4-methoxybenzoyl)-3-(2-oxo-1,2-dihydropyridin-4-yl)pyrrolidin-3-yl)methoxy)-[1,1'-biphenyl]-4-carbonitrile